OS(=O)(=O)C(F)(F)F.C(CC)C1=NC=CC=C1 propylpyridine triflate